(bicyclo[2.2.1]heptane-2,6-diyl)dimethylene diisocyanate C12C(CC(CC1CN=C=O)C2)CN=C=O